FC1(CN(C1)CC1CCC(CC1)N)F (1r,4r)-4-((3,3-difluoroazetidin-1-yl)methyl)cyclohexan-1-amine